[K].[K].[Mo] Molybdenum-dipotassium salt